ClC1=CC(=C(C=C1C#N)NS(=O)(=O)C=1C=C(C(=O)OC)C=CC1C1CC1)OC1CCCC1 Methyl 3-(N-(4-chloro-5-cyano-2-(cyclopentyloxy)phenyl)sulfamoyl)-4-cyclopropylbenzoate